[Co]=O.[Ni].[Cu] copper-nickel-cobalt oxide